2,2,2-trifluoroethyl 2-[(5-carbamoyl-6-methoxy-3-pyridyl)amino]-2-oxo-acetate C(N)(=O)C=1C=C(C=NC1OC)NC(C(=O)OCC(F)(F)F)=O